6-isopropyl-5-(8-methoxy-[1,2,4]triazolo[1,5-a]pyridin-6-yl)-2-(piperidin-4-yl)-4H-pyrrolo[2,3-d]thiazole C(C)(C)C1=C(NC=2N=C(SC21)C2CCNCC2)C=2C=C(C=1N(C2)N=CN1)OC